C(=C)C[SiH](OC)OC Vinylmethyldimethoxysilan